1-(2-(benzylamino)-2-oxoethyl)-1-(2-((2-((2-hydroxyethyl)carbamoyl)-4-methylthiophen-3-yl)amino)-2-oxoethyl)piperidin-1-ium formate C(=O)[O-].C(C1=CC=CC=C1)NC(C[N+]1(CCCCC1)CC(=O)NC1=C(SC=C1C)C(NCCO)=O)=O